O=S1CCC=2N=C(N=CC21)N[C@@H]2C[C@H](CC2)NC2=CC=C(C=N2)N2C(C=CC=C2)=O 6'-(((1S,3S)-3-((5-oxido-6,7-dihydrothieno[3,2-d]pyrimidin-2-yl)amino)cyclopentyl)amino)-2H-[1,3'-bipyridyl]-2-one